CC=1C=2N(C=CC1)N=C(C2)[C@@H]2N(CCC1=C2N=CN1)C(=O)C1=CN=CO1 (R)-(4-(4-methylpyrazolo[1,5-a]pyridin-2-yl)-6,7-dihydro-1H-imidazo[4,5-c]pyridin-5(4H)-yl)(oxazol-5-yl)methanone